(5-amino-7-methoxyimidazo[1,2-c]quinazolin-2-yl)(2-(trifluoromethyl)morpholino)methanone choline OCC[N+](C)(C)C.NC1=NC=2C(=CC=CC2C=2N1C=C(N2)C(=O)N2CC(OCC2)C(F)(F)F)OC